8-(4-Cyclopentanecarbonyl-piperazin-1-yl)-9-ethyl-6,6-dimethyl-11-oxo-6,11-dihydro-5H-benzo[b]carbazole-3-carbonitrile C1(CCCC1)C(=O)N1CCN(CC1)C=1C(=CC2=C(C(C=3NC4=CC(=CC=C4C3C2=O)C#N)(C)C)C1)CC